C(C=CC1=CC=CC=C1)C1(C(CC(CC1O)C1=C(C=CC=C1)OC)=O)CC=CC1=CC=CC=C1 (-)-2,2-Dicinnamyl-3-hydroxy-5-(2-methoxyphenyl)cyclohexan-1-one